OC1(CC(C1)C(=O)OC)C1=CC(=NC=C1)OC Methyl 3-hydroxy-3-(2-methoxypyridin-4-yl)cyclobutane-1-carboxylate